(2S)-5,5-dimethyl-2-{[(1-methyl-1H-pyrazol-5-yl)methyl]amino}hexanoic acid CC(CC[C@@H](C(=O)O)NCC1=CC=NN1C)(C)C